NC1=NOC2=C1C(=CC=C2)C=2C=CC(=C1C(CCC21)=O)NC(=O)NC2=CC(=CC=C2)OC(F)(F)F 1-(7-(3-aminobenzo[d]isoxazol-4-yl)-3-oxo-2,3-dihydro-1H-inden-4-yl)-3-(3-(trifluoromethoxy)phenyl)urea